2-(2,3-dimethoxybenzyl)-7-methoxy-1-(dimethoxymethyl)-1,2,3,4-tetrahydroisoquinolin-6-ol COC1=C(CN2C(C3=CC(=C(C=C3CC2)O)OC)C(OC)OC)C=CC=C1OC